FC1=C(C(=O)NCC23CCC(CC2)(CC3)C3=NOC(=N3)C3=NC(=NC(=C3)N3CCOCC3)N3CCNCC3)C=C(C(=C1F)O)F 2,3,5-trifluoro-4-hydroxy-N-[(4-{5-[6-(morpholin-4-yl)-2-(piperazin-1-yl)pyrimidin-4-yl]-1,2,4-oxadiazol-3-yl}bicyclo[2.2.2]octan-1-yl)methyl]benzamide